{1-[(t-butoxy)carbonyl]-6-[(t-butyldimethylsilyl)oxy]-1H-indol-2-yl}boronic acid C(C)(C)(C)OC(=O)N1C(=CC2=CC=C(C=C12)O[Si](C)(C)C(C)(C)C)B(O)O